2-oxo-1,3-oxazolidin O=C1OCCN1